tert-butyl (S)-3-((7-(trifluoromethyl)quinolin-5-yl)amino)pyrrolidine-1-carboxylate FC(C1=CC(=C2C=CC=NC2=C1)N[C@@H]1CN(CC1)C(=O)OC(C)(C)C)(F)F